benzyl (S)-(1-(2-(3-amino-3-oxopropyl)-2-(2-(4-nitrophenoxy)acetyl)hydrazineyl)-4-methyl-1-oxopentan-2-yl)carbamate NC(CCN(NC([C@H](CC(C)C)NC(OCC1=CC=CC=C1)=O)=O)C(COC1=CC=C(C=C1)[N+](=O)[O-])=O)=O